2-((4-methyl-2-(trifluoromethyl)pyrimidin-5-yl)sulfonyl)-2-azaspiro[3.3]heptan-6-one CC1=NC(=NC=C1S(=O)(=O)N1CC2(C1)CC(C2)=O)C(F)(F)F